ClC1=CC=C(C=C1)NC([C@H](C)C1CCC(CC1)C1=C(C(=NC=C1)F)C)=O |r| (+/-)-N-(4-chlorophenyl)-2-(4-(2-fluoro-3-methylpyridin-4-yl)cyclohexyl)propanamide